7-((adamantan-1-yl)amino)-N-(3-(2,4-dioxotetrahydropyrimidin-1(2H)-yl)phenyl)heptanamide C12(CC3CC(CC(C1)C3)C2)NCCCCCCC(=O)NC2=CC(=CC=C2)N2C(NC(CC2)=O)=O